ClP(=O)(OCC)N[C@@H](C)C(=O)OCC Ethyl (chloro (ethoxy)phosphoryl)-L-alaninate